FC(C=1N=CN(C(C1)=O)CC1CCN(CC12CCCC2)C(=O)OC(C)(C)C)F tert-Butyl 10-((4-(difluoromethyl)-6-oxopyrimidin-1(6H)-yl)methyl)-7-azaspiro[4.5]decane-7-carboxylate